N-(tert-butyl)-5-(5-(3,5-dichlorophenyl)-5-(trifluoromethyl)-4,5-dihydroisoxazol-3-yl)-5,6-dihydro-4H-thieno[2,3-c]pyrrole-2-carboxamide C(C)(C)(C)NC(=O)C1=CC2=C(CN(C2)C2=NOC(C2)(C(F)(F)F)C2=CC(=CC(=C2)Cl)Cl)S1